[N+](=O)([O-])C1=CC=C(C=C1)N1CCN(CC1)C1CCC2(CCN(CC2)C2=CC=CC(=N2)C(=O)O)CC1 6-[9-[4-(4-nitrophenyl)piperazin-1-yl]-3-azaspiro[5.5]undecan-3-yl]pyridine-2-carboxylic acid